di-tert-Butyl {4-[3-chloro-10-[3-(tetrahydro-2H-pyran-2-yloxy)propyl]-11-oxo-10,11-dihydro-5H-dibenzo[b,e][1,4]diazepin-5-yl]butyl}imidodicarbonate ClC=1C=CC2=C(N(C3=C(N(C2=O)CCCOC2OCCCC2)C=CC=C3)CCCCN(C(=O)OC(C)(C)C)C(=O)OC(C)(C)C)C1